SC1[C@H](O)[C@@H](O)[C@@H](O)[C@H](O1)CO 1-thiogalactopyranose